CC=1C2=C(C(NN1)=O)SC=C2 4-methyl-6H-thieno[2,3-d]pyridazin-7-one